tert-butyl 6-((cyclopropylmethyl) amino)-2-azaspiro[3.3]heptane-2-carboxylate C1(CC1)CNC1CC2(CN(C2)C(=O)OC(C)(C)C)C1